C1(=CC=CC2=CC=CC=C12)C1C2C=CC(C1)C2 5-naphthyl-bicyclo[2.2.1]hept-2-ene